CC=1C(=C(C=C(C1)C)O)C=1N=NC(=CC1)N1C[C@H](OCC1)CSC(C1=CC=CC=C1)(C1=CC=CC=C1)C1=CC=CC=C1 3,5-dimethyl-2-[6-[(2S)-2-(tritylsulfanylmethyl)morpholin-4-yl]pyridazin-3-yl]phenol